C(C)OC(C=CCC\C=C/CC)OCC 1,1-diethoxy-(6Z)-2,6-nonadiene